C(C)OCOC1=C(C=CC(=C1)C#C)C1=NN=C(C2=CC=CC=C12)NC1CC(C1)(O)C (cis)-3-((4-(2-(ethoxymethoxy)-4-ethynylphenyl)phthalazin-1-yl)amino)-1-methylcyclobutane-1-ol